O=C1N(C2=CC=CC=C2C1)[NH-] OXOINDOLINYL-AMIDE